C1(CCCCC1)NC(COC1=CC=C2C=CC=CC2=C1)=O 7-(2-(cyclohexylamino)-2-oxoethoxy)naphthalen